4-Bromo-1-cyclopropyl-3-methyl-1H-pyrazole BrC=1C(=NN(C1)C1CC1)C